2-fluoro-8-methyl-8-(1-((2-(trimethylsilyl)ethoxy)methyl)-1H-pyrazol-3-yl)-7,8-dihydro-6H-cyclopenta[e]pyrazolo[1,5-a]pyrimidine FC1=NN2C(N=CC3=C2C(CC3)(C3=NN(C=C3)COCC[Si](C)(C)C)C)=C1